(S)-N-(3-(4-(1-Acetyl-2-methyl-1,2,3,4-tetrahydroquinolin-6-yl)benzamido)propyl)-2-chloro-7-methyl-4-morpholinothieno[3,2-d]pyrimidine-6-carboxamide C(C)(=O)N1[C@H](CCC2=CC(=CC=C12)C1=CC=C(C(=O)NCCCNC(=O)C2=C(C=3N=C(N=C(C3S2)N2CCOCC2)Cl)C)C=C1)C